C1(CCCCCC1)[C@@H](C(=O)NC1=C(C=C(C=C1)CC(NCC(F)(F)F)=O)F)NC(=O)C1=CC=NN1CC (S)-N-(1-cycloheptyl-2-((2-fluoro-4-(2-oxo-2-((2,2,2-trifluoroethyl)amino)ethyl)phenyl)amino)-2-oxoethyl)-1-ethyl-1H-pyrazole-5-carboxamide